bis((R)-1-cyclohexylethyl) bis(2-methylpropionate) CC(C(=O)O[C@H](C)C1CCCCC1)C.CC(C(=O)O[C@H](C)C1CCCCC1)C